2-((5-((1,3-bis(palmitoyloxy)propan-2-yl)oxy)-5-oxopentanoyl)oxy-4,6-dimethylphenyl)-3-methylbutanoic acid C(CCCCCCCCCCCCCCC)(=O)OCC(COC(CCCCCCCCCCCCCCC)=O)OC(CCCC(=O)OC1=C(C(=CC(=C1)C)C)C(C(=O)O)C(C)C)=O